OCC(=O)C1=CC=CC=C1 alpha-Hydroxy-acetophenone